(5aR,5bS,7aS,10aS,10bR)-2-((2,4-dimethoxyphenyl)amino)-8-ethynyl-5a,7a-dimethyl-5,5a,5b,6,7,7a,8,9,10,10a,10b,11-dodecahydro-4H-cyclopenta[7,8]phenanthro[2,1-d]thiazol-8-ol COC1=C(C=CC(=C1)OC)NC=1SC2=C(N1)CC[C@@]1([C@H]3CC[C@]4([C@H]([C@@H]3CC=C12)CCC4(O)C#C)C)C